O=C1NC(CCC1N1C(C2=CC=C(C=C2C1=O)N1CCN(CC1)CCCCCOC1=CC=C(C=C1)[C@H]1[C@H](CCC2=CC(=CC=C12)O)C1=CC=CC=C1)=O)=O 2-(2,6-dioxo-3-piperidinyl)-5-[4-[5-[4-[(1R,2S)-6-hydroxy-2-phenyl-tetrahydronaphthalen-1-yl]phenoxy]pentyl]piperazin-1-yl]isoindoline-1,3-dione